C(C)(C)(C)N(C(O)=O)[C@H]1COCC[C@@H]1OC=1C=C2CN(C(C2=CC1)=O)C1C(NC(CC1)=O)=O.C1(C=CC(N1[SiH3])=O)=O maleimidosilane tert-butyl-((3S,4S)-4-((2-(2,6-dioxopiperidin-3-yl)-1-oxoisoindolin-5-yl)oxy)tetrahydro-2H-pyran-3-yl)carbamate